(1S,4R)-2-((R)-3-(9H-carbazol-9-yl)-2-hydroxypropyl)-2-azabicyclo[2.2.1]heptan-3-one C1=CC=CC=2C3=CC=CC=C3N(C12)C[C@H](CN1[C@H]2CC[C@@H](C1=O)C2)O